[N+](=O)([O-])C1=CC=C(CC2C(CCCC2)=O)C=C1 2-(E)-(4-nitrobenzyl)-1-cyclohexanone